(2R)-N-[(2S)-3-benzyloxy-2-hydroxy-propyl]-2-chloro-propanamide C(C1=CC=CC=C1)OC[C@H](CNC([C@@H](C)Cl)=O)O